4-[3-(4-fluorophenyl)-7-hydroxy-2-tetrahydropyran-4-yl-indol-1-yl]Benzoic acid FC1=CC=C(C=C1)C1=C(N(C2=C(C=CC=C12)O)C1=CC=C(C(=O)O)C=C1)C1CCOCC1